5-ethyl-N-methyl-1'-[(1-phenylpyrazol-4-yl)methyl]spiro[1H-isobenzofuran-3,4'-piperidine]-1-carboxamide C(C)C=1C=C2C(=CC1)C(OC21CCN(CC1)CC=1C=NN(C1)C1=CC=CC=C1)C(=O)NC